ethyl 5-methyl-4-oxo-3,4-dihydrothieno[2,3-d]pyrimidine-6-carboxylate CC1=C(SC=2N=CNC(C21)=O)C(=O)OCC